C1(=CC=C(C=C1)CN1N=CC2=CC(=CC(=C12)C(=O)N[C@@H](C)C1=CC=C(C(=O)O)C=C1)C1=CC(=CC(=C1)F)F)C1=CC=CC=C1 (S)-4-(1-(1-([1,1'-biphenyl]-4-ylmethyl)-5-(3,5-difluorophenyl)-1H-indazole-7-carboxamido)ethyl)benzoic acid